BENZOCYCLOHEPTANE C1=CC=CC2=C1CCCCC2